ClC=1C=CC2=C(NC(=N2)S)C1 6-chloro-1H-benzo[d]imidazole-2-thiol